Cis-7-fluoro-5-phenyl-2-(trifluoromethyl)-6,7-dihydro-5H-pyrrolo[1,2-b][1,2,4]triazole F[C@H]1C[C@H](N2N=C(N=C21)C(F)(F)F)C2=CC=CC=C2